NCC(CN)(CN)C 2-(aminomethyl)-2-methyl-1,3-propanediamine